(R)-N-(4-cyclobutyl-1-methyl-3-(2-(trifluoromethyl)thiazol-5-yl)-1H-pyrazol-5-yl)-2-(2,2,3,3-tetrafluorocyclobutyl)acetamide C1(CCC1)C=1C(=NN(C1NC(C[C@H]1C(C(C1)(F)F)(F)F)=O)C)C1=CN=C(S1)C(F)(F)F